3'-(difluoromethyl)-5'-(4-fluorophenyl)-N-(4-(4-methylpiperazin-1-yl)phenyl)-1H,3'H-[2,4'-biimidazole]-4-carboxamide FC(N1C=NC(=C1C=1NC=C(N1)C(=O)NC1=CC=C(C=C1)N1CCN(CC1)C)C1=CC=C(C=C1)F)F